(6aR,8R)-8-azido-5-(4-(trifluoromethyl)phenyl)-5,6,6a,7,8,9-hexahydropyrido[3,2-e]pyrrolo[1,2-a]pyrazine N(=[N+]=[N-])[C@@H]1C[C@H]2N(C3=C(N(C2)C2=CC=C(C=C2)C(F)(F)F)C=CC=N3)C1